sodium ((4-(4-((1-methyl-3-(pyridin-2-yl)-1H-pyrazol-4-yl) carbamoyl) thiazol-2-yl)-1H-pyrazol-1-yl) methyl) phosphonate P(OCN1N=CC(=C1)C=1SC=C(N1)C(NC=1C(=NN(C1)C)C1=NC=CC=C1)=O)([O-])=O.[Na+]